1,2,5,6-tetrahydrophthalic acid anhydride C1(C2C(C(=O)O1)C=CCC2)=O